N-[9-[(2R,6S)-6-[[bis(4-methoxyphenyl)-phenyl-methoxy]methyl]-6-[[2-cyanoethoxy-(diisopropylamino)phosphanyl]oxymethyl]-4-cyclohexyl-morpholin-2-yl]purin-6-yl]benzamide COC1=CC=C(C=C1)C(OC[C@]1(O[C@H](CN(C1)C1CCCCC1)N1C2=NC=NC(=C2N=C1)NC(C1=CC=CC=C1)=O)COP(N(C(C)C)C(C)C)OCCC#N)(C1=CC=CC=C1)C1=CC=C(C=C1)OC